(E)-N-(2-(1H-imidazol-4-yl)ethyl)-3-(thiophen-2-yl)acrylamide N1C=NC(=C1)CCNC(\C=C\C=1SC=CC1)=O